FC(C(CC(=O)OC)=O)(F)F Methyl 4,4,4-trifluoro-3-oxobutanoate